5-chloro-N-(4-[2-methyl-7H-imidazo[1,2-a][1,3]diazol-3-yl]-1,3-thiazol-2-yl)pyridin-2-amine ClC=1C=CC(=NC1)NC=1SC=C(N1)C1=C(N=C2N1C=CN2)C